OCC=1C=C(C2=C(N=CO2)C1)C#N 5-(hydroxymethyl)benzo[d]Oxazole-7-carbonitrile